6-methoxy-5-({6-[(1R,2S)-5'-methoxy-2'-oxo-1',2'-dihydrospiro[cyclopropane-1,3'-indol]-2-yl]-1H-indazol-3-yl}amino)-1H-1-benzothiophene-1,1-dione COC1=CC2=C(C=CS2(=O)=O)C=C1NC1=NNC2=CC(=CC=C12)[C@@H]1C[C@@]12C(NC1=CC=C(C=C21)OC)=O